(E)-4-(dimethylamino)-1-(4-((7-methoxy-4-((2-methoxy-5-(thiophen-2-yl)phenyl)amino)quinazolin-6-yl)oxy)piperidin-1-yl)but-2-en-1-one CN(C/C=C/C(=O)N1CCC(CC1)OC=1C=C2C(=NC=NC2=CC1OC)NC1=C(C=CC(=C1)C=1SC=CC1)OC)C